phenyl-1-propyl-xanthine C1(=CC=CC=C1)C1=NC=2NC(N(C(C2N1)=O)CCC)=O